BrC1=C(C=CC(=C1)F)C(C=CC1=CC=C(C(=O)O)C=C1)=O 4-[3-(2-Bromo-4-fluorophenyl)-3-oxoprop-1-en-1-yl]benzoic acid